7-benzyloxy-2,2-dimethyl-4-oxo-4H-benzo[d][1,3]dioxin-5-yl trifluoromethanesulfonate FC(S(=O)(=O)OC1=CC(=CC=2OC(OC(C21)=O)(C)C)OCC2=CC=CC=C2)(F)F